5-bromo-1,2-dihydronaphthalene BrC1=C2C=CCCC2=CC=C1